N-([1,1'-biphenyl]-4-yl)-2-(2-(cyclopropanesulfonamido)thiazol-4-yl)butanamide C1(=CC=C(C=C1)NC(C(CC)C=1N=C(SC1)NS(=O)(=O)C1CC1)=O)C1=CC=CC=C1